(S)-1-(5-(6-chloro-3-(1H-imidazol-1-yl)-5-methoxy-1-methyl-1H-pyrrolo[3,2-b]pyridin-2-yl)-4H-1,2,4-triazol-3-yl)-2,2-difluoroethan-1-ol ClC=1C=C2C(=NC1OC)C(=C(N2C)C=2NC(=NN2)[C@@H](C(F)F)O)N2C=NC=C2